BrC1=CC=C2CC[C@H](C2=C1)OC1=C(C(=CC=C1)C)CC(=O)OCC (R)-ethyl 2-(2-((6-bromo-2,3-dihydro-1H-inden-1-yl)oxy)-6-methylphenyl)acetate